3,4,5-triaminopyrazole NC1=NNC(=C1N)N